(2R,3S,4R,5S)-5-{4-aminopyrrolo[2,1-f][1,2,4]triazin-7-yl}-2-(hydroxymethyl)-2-methoxy-4-methyloxolane-3,4-diol NC1=NC=NN2C1=CC=C2[C@H]2[C@@]([C@@H]([C@@](O2)(OC)CO)O)(O)C